6-[1-(2,2-difluoroethyl)-1H-pyrazolo[3,4-b]pyrazin-6-yl]-2-[2-(trifluoromethyl)pyrimidin-5-yl]-2,6-diazaspiro[3.4]octane FC(CN1N=CC=2C1=NC(=CN2)N2CC1(CN(C1)C=1C=NC(=NC1)C(F)(F)F)CC2)F